N-(2,4-difluoro-3-(7-fluoro-3-(1H-imidazol-2-yl)-1H-indazol-6-yl)phenyl)pyridine-3-sulfonamide FC1=C(C=CC(=C1C1=CC=C2C(=NNC2=C1F)C=1NC=CN1)F)NS(=O)(=O)C=1C=NC=CC1